6-tert-Butyl-N-(1H-indol-4-ylsulfonyl)-2-(2,4,6-trimethylphenoxy)pyridin-3-carboxamid C(C)(C)(C)C1=CC=C(C(=N1)OC1=C(C=C(C=C1C)C)C)C(=O)NS(=O)(=O)C1=C2C=CNC2=CC=C1